2-(4-Cyano-phenyl)-N-(5,6-dimethoxy-benzothiazol-2-yl)-2-[4-(4-methyl-piperazine-1-carbonyl)-phenoxy]-acetamide C(#N)C1=CC=C(C=C1)C(C(=O)NC=1SC2=C(N1)C=C(C(=C2)OC)OC)OC2=CC=C(C=C2)C(=O)N2CCN(CC2)C